C1(CC1)C1=NN(C=C1NC1=NC=C(C(=N1)NCC)C(F)(F)F)[C@@H]1[C@@](C1)(C#N)C |r| (1R,2S)- and (1S,2R)-2-(3-cyclopropyl-4-((4-(ethylamino)-5-(trifluoromethyl)pyrimidin-2-yl)amino)-1H-pyrazol-1-yl)-1-methylcyclopropanecarbonitrile